(R)-2-(3-(3-(1-(4-methyl-4H-1,2,4-triazol-3-yl)propan-2-yl)phenyl)-1H-pyrazol-5-yl)pyrimidine CN1C(=NN=C1)C[C@@H](C)C=1C=C(C=CC1)C1=NNC(=C1)C1=NC=CC=N1